FC1=C(C=CC=C1)C1=CC=C(C=C1)CCCNS(=O)(=O)C1=CC2=C(NC(O2)=O)C=C1 N-(3-(2'-fluoro-[1,1'-biphenyl]-4-yl)propyl)-2-oxo-2,3-dihydrobenzo[d]oxazole-6-sulfonamide